4-{[3-(4,5-dihydro-1H-imidazol-2-yl)-5-methoxyphenyl]amino}-3-{[5-(4,5-dihydro-3H-imidazol-2-yl)-3-methoxyphenyl]amino}cyclobut-3-ene-1,2-dione N1C(=NCC1)C=1C=C(C=C(C1)OC)NC1=C(C(C1=O)=O)NC1=CC(=CC(=C1)C1=NCCN1)OC